N-[(1r,4r)-4-{[3-(1-fluoro-8-{4-fluoro-2-[(2R)-2-methylpyrrolidine-1-carbonyl]phenyl}-3-methylimidazo[1,5-a]pyridin-6-yl)azetidin-1-yl]methyl}cyclohexyl]ethane-1-sulfonamide FC=1N=C(N2C1C(=CC(=C2)C2CN(C2)CC2CCC(CC2)NS(=O)(=O)CC)C2=C(C=C(C=C2)F)C(=O)N2[C@@H](CCC2)C)C